4-(2-((tert-butoxycarbonyl)amino)acetamido)benzyl (4-aminophenyl)((2S,4R)-2-methyl-1-propionyl-1,2,3,4-tetrahydroquinolin-4-yl)carbamate NC1=CC=C(C=C1)N(C(OCC1=CC=C(C=C1)NC(CNC(=O)OC(C)(C)C)=O)=O)[C@@H]1C[C@@H](N(C2=CC=CC=C12)C(CC)=O)C